methyl-2,3-dicyanocarbazole terephthalate C(C1=CC=C(C(=O)O)C=C1)(=O)O.CC1=C(C(=CC=2C3=CC=CC=C3NC12)C#N)C#N